N-((1R,2S)-2-fluorocyclopropyl)-6-((1-((1s,4s)-4-(methoxy-d3)cyclohexyl)-2-oxo-1,2-dihydropyridin-3-yl)amino)-8-(methylamino)imidazo[1,2-b]pyridazine-3-carboxamide hydrochloride Cl.F[C@@H]1[C@@H](C1)NC(=O)C1=CN=C2N1N=C(C=C2NC)NC=2C(N(C=CC2)C2CCC(CC2)OC([2H])([2H])[2H])=O